(S)-3-(4-bromophenyl)-N-(3-(3-bromophenyl)-1-(methylamino)-1-oxopropan-2-yl)-1H-pyrazole-5-carboxamide BrC1=CC=C(C=C1)C1=NNC(=C1)C(=O)N[C@H](C(=O)NC)CC1=CC(=CC=C1)Br